FC1=C(C=CC2=CC=CC=C12)C=1NC(=C(N1)C1=CC=C(C=C1)F)C1=CC=NC=C1 4-[2-(1-fluoro-2-naphthyl)-4-(4-fluorophenyl)-1H-imidazol-5-yl]-pyridine